ClC1=NC(=NC(=N1)C=1C=CC2=C(SC3=C2C=CC=C3)C1)C1=CC3=CC=CC=C3C=C1 2-chloro-4-(dibenzo[b,d]thiophen-3-yl)-6-(naphthalen-2-yl)-1,3,5-triazine